CC(=C)CCC1=CC=C(C=C1)OC 2-methyl-4-(p-methoxyphenyl)-1-butene